4-(4-{[2,4-bis(trifluoromethyl)phenoxy]methyl}-3-methoxyphenyl)-2h,4h,5h,6h,7h-pyrazolo[3,4-b]pyridin-6-one FC(C1=C(OCC2=C(C=C(C=C2)C2C=3C(NC(C2)=O)=NNC3)OC)C=CC(=C1)C(F)(F)F)(F)F